(R)-(4-methylcyclohex-3-enecarboxylic acid) CC1=CC[C@@H](CC1)C(=O)O